(R)-N1-(6-(3,3,5-trimethyl-2,3-dihydro-1H-pyrrolo[3,2-b]pyridin-1-yl)pyrimidin-4-yl)-4-(2-((dimethylamino)methyl)pyrrolidin-1-yl)-6-methoxybenzene-1,3-diamine CC1(CN(C=2C1=NC(=CC2)C)C2=CC(=NC=N2)NC2=CC(=C(C=C2OC)N2[C@H](CCC2)CN(C)C)N)C